5-(N-(2-(4-(3-Bromothiophene-2-carbonyl)piperazin-1-yl)phenyl)-N-(4-methylphenethyl)sulfamoyl)-3-Methylbenzothiophene-2-carboxylic acid BrC1=C(SC=C1)C(=O)N1CCN(CC1)C1=C(C=CC=C1)N(S(=O)(=O)C=1C=CC2=C(C(=C(S2)C(=O)O)C)C1)CCC1=CC=C(C=C1)C